BrC1=NN(N=C1)C=1C(=NC=CC1Cl)C(C)NC(C1=CC(=CC(=C1)C(F)(F)F)C(F)(F)F)=O N-[1-[3-(4-bromotriazol-2-yl)-4-chloro-2-pyridyl]ethyl]-3,5-bis(trifluoro-methyl)benzamide